C1(CCCCC1)C=1C=C2C(=NC1)NC=C2C=2C=NN(C2)C 5-cyclohexyl-3-(1-methylpyrazol-4-yl)-1H-pyrrolo[2,3-b]pyridine